FC1=C(OCCCCCCCCCCCP(OCC)(OCC)=O)C=CC(=C1)C1CCC(CC1)CCCCC Diethyl (11-{2-fluoro-4-[4-pentylcyclohexyl]phenoxy}undecyl)phosphonate